Ethyl 1-(phenylsulfonyl)-5-(3-(4-(prop-2-yn-1-yl)piperazin-1-yl)propoxy)-1H-indole-2-carboxylate C1(=CC=CC=C1)S(=O)(=O)N1C(=CC2=CC(=CC=C12)OCCCN1CCN(CC1)CC#C)C(=O)OCC